FC(OC1=C(C=CC(=C1C)F)[C@@H]1[C@@H](O[C@@]([C@H]1C)(C(F)(F)F)C)C(=O)NC1=CC(=NC=C1)C(=O)N)F 4-((2R,3R,4S,5S)-3-(2-(difluoromethoxy)-4-fluoro-3-methylphenyl)-4,5-dimethyl-5-(trifluoromethyl)tetrahydrofuran-2-carboxamido)picolinamide